butyl 3-methyl 3-(1-hydroxy-2-phenylethyl)azetidine-1,3-dicarboxylate OC(CC1=CC=CC=C1)C1(CN(C1)C(=O)OCCCC)C(=O)OC